COC1=NN(C=C1C1=CC=CC=C1)C1=NC(=C2N=C(N(C2=N1)CC(C)(O)C)C)N1CCOCC1 1-(2-(3-methoxy-4-phenyl-1H-pyrazol-1-yl)-8-methyl-6-morpholino-9H-purin-9-yl)-2-methylpropan-2-ol